(S)-2-(5-cyanopyridin-2-yl)-N-(3-(1-((2-ethyl-2H-pyrazolo[3,4-b]pyrazin-6-yl)amino)ethyl)-4-methylphenyl)acetamide C(#N)C=1C=CC(=NC1)CC(=O)NC1=CC(=C(C=C1)C)[C@H](C)NC=1C=NC=2C(N1)=NN(C2)CC